COC1=C(C(=O)O)C=C(C=C1)C1=NC(=NO1)N1CCOCC1 2-methoxy-5-(3-morpholino-1,2,4-oxadiazol-5-yl)benzoic acid